N-(3-(t-butyldimethylsilyl)propyl)piperazine [Si](C)(C)(C(C)(C)C)CCCN1CCNCC1